di(n-butyl) thiodiglycolate C(COCC(=O)OCCCC)(=S)OCCCC